4-(1-hydroxy-1-(6-(trifluoromethyl)pyridin-3-yl)ethyl)-3-methyl-1-(4-methylbenzenesulfonyl)-1H-pyrrole-2-carboxylic acid ethyl ester C(C)OC(=O)C=1N(C=C(C1C)C(C)(C=1C=NC(=CC1)C(F)(F)F)O)S(=O)(=O)C1=CC=C(C=C1)C